C(C(C)C)NC(=O)C1=CC=C(C(=N1)C(=O)OC)B1OC(C(O1)(C)C)(C)C methyl 6-(isobutylcarbamoyl)-3-(4,4,5,5-tetramethyl-1,3,2-dioxaborolan-2-yl)picolinate